[Ce].[Mn].[La] Lanthanum-manganese-cerium